C(C)N(C(C1=C(C=CC(=C1)F)OC=1C(=NC=NC1)N1CC(C1)(CNC[C@@H]1CC[C@H](CC1)NS(=O)(=O)C)C)=O)C(C)C N-ethyl-5-fluoro-N-isopropyl-2-((4-(3-methyl-3-((((trans-4-(methylsulfonamido)cyclohexyl)methyl)amino)methyl)azetidin-1-yl)pyrimidin-5-yl)oxy)benzamide